N-[[6-[4-(pyrrolidin-1-ylmethyl)benzoyl]-6-azaspiro[2.5]octan-2-yl]methyl]furo[2,3-c]pyridine-2-carboxamide N1(CCCC1)CC1=CC=C(C(=O)N2CCC3(C(C3)CNC(=O)C3=CC=4C(=CN=CC4)O3)CC2)C=C1